CC=1C=C(C=CC1)NCCOCCOCCOCCOCCOCCNC([O-])=O N-{17-[(3-methylphenyl)amino]-3,6,9,12,15-pentaoxaheptadecan-1-yl}carbamate